NC1=CC=C(C(=O)NC=2C=C3C=CC=C(C3=CC2)O)C=C1 6-(4-aminobenzoyl)amino-1-naphthol